1-[(4S)-8-chlorochroman-4-yl]-3-[4-methyl-1-(3-methylsulfonylphenyl)pyrazol-3-yl]urea ClC=1C=CC=C2[C@H](CCOC12)NC(=O)NC1=NN(C=C1C)C1=CC(=CC=C1)S(=O)(=O)C